1-(2-(2-(1H-tetrazol-5-yl)phenyl)-6-(benzyl(isobutyl)amino)pyridin-4-yl)-3-(4-(trifluoromethoxy)phenyl)urea N1N=NN=C1C1=C(C=CC=C1)C1=NC(=CC(=C1)NC(=O)NC1=CC=C(C=C1)OC(F)(F)F)N(CC(C)C)CC1=CC=CC=C1